2-(N,N-dimethylsulfamoyl)-3,4,5,6-tetrafluorobenzoate CN(S(=O)(=O)C1=C(C(=O)[O-])C(=C(C(=C1F)F)F)F)C